C(\C=C\C(=O)O)(=O)O.C(C1=CC=CC=C1)(=O)O benzoic acid fumarate salt